(5-trifluoromethyl-1-phenyl-1H-pyrazol-4-yl)-1,3,4-oxadiazole-2-thiol FC(C1=C(C=NN1C1=CC=CC=C1)C1=NN=C(O1)S)(F)F